(ammonium) vanadium [V+5].[NH4+]